2-(hydroxy(naphthalene-2-yl)methyl)cyclohexanone methyl-2-((3-(4-(5-fluoroisoindoline-2-carboxamido)phenyl)bicyclo[1.1.1]pentan-1-yl)amino)-2-oxoacetate COC(C(=O)NC12CC(C1)(C2)C2=CC=C(C=C2)NC(=O)N2CC1=CC=C(C=C1C2)F)=O.OC(C2C(CCCC2)=O)C2=CC1=CC=CC=C1C=C2